6-[5-[2-[[6-[(1-aminocyclopropyl)methoxy]-4-chloro-2,3-dihydro-1H-inden-2-yl]methylamino]ethyl]-2-oxo-1,3-oxazolidin-3-yl]-4H-pyrido[3,2-b][1,4]oxazin-3-one NC1(CC1)COC1=CC(=C2CC(CC2=C1)CNCCC1CN(C(O1)=O)C=1C=CC=2OCC(NC2N1)=O)Cl